C1(CC1)C=1C=CC(=NC1F)[C@@H](NC(=O)[C@H]1N(C[C@@H](C1)F)C(CN1C(NC(C(=C1)C)=O)=O)=O)C1=CC=CC=C1 (2S,4R)-N-[(S)-(5-cyclopropyl-6-fluoropyridin-2-yl)(phenyl)methyl]-4-fluoro-1-[2-(5-methyl-2,4-dioxo-1,2,3,4-tetrahydropyrimidin-1-yl)acetyl]pyrrolidine-2-carboxamide